FC1(CN(CC12CCC2)C=2C1=C(N=CN2)OC(=C1)C=1C(NC(NC1)=O)=O)F 5-[4-(8,8-Difluoro-6-azaspiro[3.4]oct-6-yl)furo[2,3-d]pyrimidin-6-yl]-1H-pyrimidine-2,4-dione